NC1=CC=C(C(=C1C(=O)N(C)C)F)C=1C(=C2C(=NC1)NC[C@]21C[C@H](CC1)C1=NC(=NO1)C)Cl 6-Amino-3-((1R,3S)-4'-chloro-3-(3-methyl-1,2,4-oxadiazol-5-yl)-1',2'-dihydrospiro[cyclopentane-1,3'-pyrrolo[2,3-b]pyridin]-5'-yl)-2-fluoro-N,N-dimethylbenzamide